methyl 2-(10-((4-bromo-1H-indol-5-yl)carbamoyl)-5,6-dihydro-4H-benzo[b]thieno[2,3-d]oxocin-9-yl)-5-(isobutylcarbamoyl)benzoate BrC1=C2C=CNC2=CC=C1NC(=O)C1=CC2=C(OCCCC3=C2SC=C3)C=C1C1=C(C(=O)OC)C=C(C=C1)C(NCC(C)C)=O